2-[(3-chloro-4-fluorophenyl)-[[1-(fluoromethyl)cyclopropyl]methoxy]methyl]-5-methyl-4-methylsulfonyl-1H-imidazole ClC=1C=C(C=CC1F)C(C=1NC(=C(N1)S(=O)(=O)C)C)OCC1(CC1)CF